C(C)(=O)OC[C@@H]1C=C[C@@H](N2C(C=3N(N1C2)C=C(C(C3OCC3=CC=CC=C3)=O)C(NCC3=C(C=C(C=C3)F)F)=O)=O)C ((2S,5S)-8-(benzyloxy)-10-((2,4-difluorobenzyl)carbamoyl)-5-methyl-7,9-dioxo-2,5,7,9-tetrahydro-1,6-methanopyrido[1,2-b][1,2,5]triazonin-2-yl)methyl acetate